ClC=1C(=NC(=NC1)N[C@H]1[C@@H](COCC1)O)C#CC1=CN=C(N1C(C)C)C(C)=O 1-(5-((5-chloro-2-(((3S,4R)-3-hydroxytetrahydro-2H-pyran-4-yl)amino)pyrimidin-4-yl)ethynyl)-1-isopropyl-1H-imidazol-2-yl)ethane-1-one